FC1=CC=C(C=C1)N1N=CC2=CC(=C(C=C12)C)C=1CCN(CC1)S(=O)(=O)C=1C=NN(C1)CCC 1-(4-fluorophenyl)-6-methyl-5-(1-((1-propyl-1H-pyrazol-4-yl)sulfonyl)-1,2,3,6-tetrahydropyridin-4-yl)-1H-indazole